4-methoxy-2-(2H-1,2,3-triazol-2-yl)benzoic acid COC1=CC(=C(C(=O)O)C=C1)N1N=CC=N1